CC=1C=C(C=CC1C)N(C(=O)C=1N=CC=2N(C1)C=CN2)C N-(3,4-dimethylphenyl)-N-methyl-imidazo[1,2-a]pyrazine-6-carboxamide